ClC1=CC=C(C=C1)\C(=C/C(=O)NC1=CC=CC=C1)\F (E)-3-(4-chlorophenyl)-3-fluoro-N-phenylacrylamide